(1r,4r)-4-(6-(2,6-dioxopiperidin-3-yl)-1,2,3,4-tetrahydroquinoline-1-carbonyl)cyclohexane-1-carboxylic acid O=C1NC(CCC1C=1C=C2CCCN(C2=CC1)C(=O)C1CCC(CC1)C(=O)O)=O